4-formyl-2,3,5,6-tetrafluoro-1-bromobenzene C(=O)C1=C(C(=C(C(=C1F)F)Br)F)F